CN(C1=C(C=C(C=C1)NC(=O)C1=CC=C(C=C1)C1=CC=C(C=C1)C(=O)NC1=CC(=C(C=C1)N(C)C)F)F)C N4,N4'-bis(4-(dimethylamino)-3-fluorophenyl)-[1,1'-biphenyl]-4,4'-dicarboxamide